5-(3-isopropoxyphenyl)thio-3-(1-isopropylpiperidin-4-yl)-1H-indole C(C)(C)OC=1C=C(C=CC1)SC=1C=C2C(=CNC2=CC1)C1CCN(CC1)C(C)C